(3-(5-fluoropyrimidin-2-yl)-4-methylphenyl)-1-(1-hydroxyethyl)-3-methyl-6-azabicyclo[3.1.1]heptane-6-carboxamide FC=1C=NC(=NC1)C=1C=C(C=CC1C)C1C2(N(C(CC1C)C2)C(=O)N)C(C)O